FC1=C(C(=CC=C1C#CC=1C=NC(=CC1)C)O)N1CC(NS1(=O)=O)=O 5-(2-fluoro-6-hydroxy-3-((6-methylpyridin-3-yl)ethynyl)phenyl)-1,2,5-thiadiazolidin-3-one 1,1-dioxide